COC1=C(C=2CCCC2C=C1)C#N 5-methoxy-2,3-dihydro-1H-indene-4-carbonitrile